2-Fluoro-1-(3-((4-methyl-2-(4-(trifluoromethyl)phenoxy)pyridin-3-yl)amino)azetidin-1-yl)prop-2-en-1-one FC(C(=O)N1CC(C1)NC=1C(=NC=CC1C)OC1=CC=C(C=C1)C(F)(F)F)=C